4-[1-(N-tert-butoxycarbonyl-S-methyl-sulfonimidoyl)cyclopropyl]benzoic Acid C(C)(C)(C)OC(=O)N=S(=O)(C)C1(CC1)C1=CC=C(C(=O)O)C=C1